FC1=C(C=CC=C1F)C1=C(C=C2C(=N1)N=CS2)C 5-(2,3-difluorophenyl)-6-methyl-[1,3]thiazolo[4,5-B]pyridine